(Z)-1,3-bis(4-bromophenyl)-3-hydroxy-propan BrC1=CC=C(C=C1)CCC(O)C1=CC=C(C=C1)Br